4-(5-{4-[(methylimino)(methylsulfanyl)methyl]phenyl}-1,3,4-oxadiazol-2-yl)piperidine-1-carboxylic acid tert-butyl ester C(C)(C)(C)OC(=O)N1CCC(CC1)C=1OC(=NN1)C1=CC=C(C=C1)C(SC)=NC